(2R,5S)-2-(1-(3,5-difluorophenyl)-3-(6-fluoropyridin-3-yl)-1H-pyrazole-4-yl)-5-methyl-3-(2-(2-oxoindolin-5-yl)ethyl)oxazolidin-4-one FC=1C=C(C=C(C1)F)N1N=C(C(=C1)[C@H]1O[C@H](C(N1CCC=1C=C2CC(NC2=CC1)=O)=O)C)C=1C=NC(=CC1)F